ethyl 5-bromo-1-(4-fluorophenyl)-6-(hydroxymethyl)-2-oxo-1,2-dihydropyridine-3-carboxylate BrC=1C=C(C(N(C1CO)C1=CC=C(C=C1)F)=O)C(=O)OCC